C(CCCCCCC\C=C/C\C=C/CCCCC)OCC(CN1CCN(CC1)C)OCCCCCCCC\C=C/C\C=C/CCCCC 1,2-dilinoleyloxy-3-(N-methylpiperazino)propane